CCCCCCCCCCCCCCCCCCC=CC=CC=C tetracosatriene